C(C)OC(C(NC(C(C1=CC=C(C=C1)C(F)(F)F)=O)N1C=CC=2C=CC=NC2C1=O)=O)=O.FC1=C(C=CC=C1)C1=NC2=CC=C(C=C2C=C1C1=C(C=CC=C1)F)NC(CCCCC)=O N-(2,3-bis(2-fluorophenyl)quinolin-6-yl)hexanamide ethyl-2-oxo-2-((2-oxo-1-(8-oxo-1,7-naphthyridin-7(8H)-yl)-2-(4-(trifluoromethyl)phenyl)ethyl)amino)acetate